C(C)(C)(C)OC(N[C@H](C(=O)N(C)OC)CC1=CC(=CC=C1)Cl)=O (S)-(3-(3-chlorophenyl)-1-(methoxy(methyl)amino)-1-oxopropan-2-yl)carbamic acid tert-butyl ester